1,3-bis(3-isocyanatopropyl)-1,3-dimethyldihydroxydisiloxane N(=C=O)CCC[Si](O[Si](C)(CCCN=C=O)O)(C)O